[C@H]12CC(C[C@H](CC1)N2)OCC=2C(=NOC2C2CC2)C2=C(C=CC=C2)F 4-(((1R,3R,5S)-8-azabicyclo[3.2.1]oct-3-yloxy)methyl)-5-cyclopropyl-3-(2-fluorophenyl)isoxazole